C(CC(=O)[O-])(=O)OC12CC3CC(CC(C1)C3)C2 adamantyl malonate